ClC=1C=C(C=CC1)[C@H]1C[C@](C(N([C@@H]1C1=CC=C(C=C1)Cl)[C@H](CS(=O)(=O)C(C)C)C(C)C)=O)(C)CC(=O)O 2-((3R,5R,6S)-5-(3-chlorophenyl)-6-(4-chlorophenyl)-1-((S)-1-(isopropylsulfonyl)-3-methylbut-2-yl)-3-methyl-2-oxopiperidin-3-yl)acetic acid